C(#N)C1=CC=C(C=C1)C1C2=C(N(C(N1)=O)C1=CC(=CC=C1)C(F)(F)F)CCN(C2=O)C(=O)NCCCO 4-(4-Cyanophenyl)-N-(3-hydroxypropyl)-2,5-dioxo-1-[3-(trifluoromethyl)phenyl]-1H,2H,3H,4H,5H,6H,7H,8H-pyrido[4,3-d]pyrimidine-6-carboxamide